C1(CC1)C(=O)NNC(=O)C1=C(C2=C(N(C(C1)=O)CC1=CC(=C(C=C1)C)F)C=CC=C2)C#C[Si](C)(C)C N'-(cyclopropanecarbonyl)-1-(3-fluoro-4-methylbenzyl)-2-oxo-5-((trimethylsilyl)ethynyl)-2,3-dihydro-1H-benzo[b]azepine-4-carbohydrazide